trioctyl-{3-(chlorodimethylsilyl)propyl}phosphonium chloride [Cl-].C(CCCCCCC)[P+](CCC[Si](C)(C)Cl)(CCCCCCCC)CCCCCCCC